ClC1=CC(=C(C(=C1)C)CC(=O)NC1(CCC2(OCCO2)CC1)C(=O)OCCC)C n-propyl 8-[[2-(4-chloro-2,6-dimethyl-phenyl)acetyl]amino]-1,4-dioxaspiro[4.5]decane-8-carboxylate